5-(thiophen-2-yl)nicotinoyl chloride S1C(=CC=C1)C=1C=NC=C(C(=O)Cl)C1